Phenyl-2-(o-phenylazophenoxy)propanamide C1(=CC=CC=C1)C(C(=O)N)(C)OC1=C(C=CC=C1)N=NC1=CC=CC=C1